CC1(C2=CC=CC=C2C=2C=CC(=CC12)C=1C=C(C=CC1)N1CN=C(N=C1C1=CC=CC=C1)C1=CC=CC=C1)C 3-(3-(9,9-dimethyl-9H-fluoren-2-yl)phenyl)-4,6-diphenyl-1,3,5-triazine